N-{(1R)-1-[3-(difluoromethyl)-2-fluorophenyl]ethyl}-6-[di(prop-2-yl)phosphoryl]-2,7-dimethylpyrido[2,3-d]pyrimidin-4-amine FC(C=1C(=C(C=CC1)[C@@H](C)NC=1C2=C(N=C(N1)C)N=C(C(=C2)P(=O)(C(C)C)C(C)C)C)F)F